3-(6-amino-3-pyridyl)-N-(4-fluoro-3-methoxy-phenyl)-N-(methoxymethyl)-7-methyl-benzimidazole-5-carboxamide NC1=CC=C(C=N1)N1C=NC2=C1C=C(C=C2C)C(=O)N(COC)C2=CC(=C(C=C2)F)OC